BrC=1C=C(C=CC1C1=CC=C(C=C1)C=1C=CC=C2C3=CC=CC=C3OC12)C1=CC=CC=C1 6-(4-{3-bromo-[1,1'-biphenyl]-4-yl}phenyl)-8-oxatricyclo[7.4.0.02,7]trideca-1(13),2,4,6,9,11-hexaene